methyl (S)-2-(1-(2-cyano-6-(1-methyl-5-(((methylsulfonyl)oxy)methyl)-1H-1,2,3-triazol-4-yl)pyridin-3-yl)-5,5-difluoropiperidin-3-yl)acetate C(#N)C1=NC(=CC=C1N1C[C@H](CC(C1)(F)F)CC(=O)OC)C=1N=NN(C1COS(=O)(=O)C)C